(3-bromo-2-methylphenoxy)-3-chloro-6-ethoxy-2-fluorobenzaldehyde BrC=1C(=C(OC2=C(C(=C(C=O)C(=C2)OCC)F)Cl)C=CC1)C